CS(=O)(=O)C=1N=C2N(C=CC=C2)C1 (methylsulfonyl)imidazo[1,2-a]pyridine